Tert-butyl 2-({3-carbamoyl-6-[(3R)-3-(3-methyl-2-oxoimidazolidin-1-yl) piperidin-1-yl] pyrazin-2-yl} amino)-4H,6H,7H-pyrazolo[1,5-a]pyrazine-5-carboxylate C(N)(=O)C=1C(=NC(=CN1)N1C[C@@H](CCC1)N1C(N(CC1)C)=O)NC1=NN2C(CN(CC2)C(=O)OC(C)(C)C)=C1